[Cl-].C(CCCCCCC)[N+](C)(C)CCCCCCCC dioctanyl-dimethyl-ammonium chloride